[N+](=O)([O-])C=1C=C(C=CC1)C(O)C1=CC=CC=C1 (-)-(3-nitrophenyl)(phenyl)methanol